C1(CCCC1)CNC=O N-(cyclopentylmethyl)-carboxamide